C1(CCCC1)OC(=O)C=1N(C2=CC=CC=C2C1)C1=C(C=CC=C1Cl)NC(=O)OC(C)(C)C 1-(2-((tert-butoxycarbonyl)amino)-6-chlorophenyl)-1H-indole-2-carboxylic acid cyclopentyl ester